CNCC1OCC1 N-methyl-1-(oxetan-2-yl)methanamine